tert-butyl 4-[1-(4-methylbenzenesulfonyl)thieno[3,2-c]pyrazol-5-yl]-3,6-dihydro-2H-pyridine-1-carboxylate CC1=CC=C(C=C1)S(=O)(=O)N1N=CC2=C1C=C(S2)C=2CCN(CC2)C(=O)OC(C)(C)C